N-(1-propyl-3-cyano-1H-indol-5-yl)-1-methyl-1H-imidazole-4-carboxamide C(CC)N1C=C(C2=CC(=CC=C12)NC(=O)C=1N=CN(C1)C)C#N